(R)-4-cyclopropyl-8-fluoro-5-((6-(trifluoro-methyl)pyridin-3-yl)sulfonyl)-4,5-dihydro-2H-pyrazolo[4,3-c]quinoline C1(CC1)[C@H]1N(C=2C=CC(=CC2C=2C1=CNN2)F)S(=O)(=O)C=2C=NC(=CC2)C(F)(F)F